O=C1NC(CCC1C=1C=CC(=NC1)N1CCC(CC1)(C(=O)[O-])C)=O 1-(5-(2,6-dioxopiperidin-3-yl)pyridin-2-yl)-4-methylpiperidine-4-carboxylate